4-Cyclopropyl-N-(1-(4-(cyclopropylsulfonyl)phenyl)piperidin-4-yl)-N-(6-(tri-fluoromethyl)pyridin-3-yl)pyridin-3-amine C1(CC1)C1=C(C=NC=C1)N(C=1C=NC(=CC1)C(F)(F)F)C1CCN(CC1)C1=CC=C(C=C1)S(=O)(=O)C1CC1